BrC1=CC=C(C=C1)SCCO 2-((4-bromophenyl)thio)ethan-1-ol